C(#N)C1=C2C=C(NC2=CC(=C1)F)C(=O)N(C)[C@H]1COCC=2NC(C=3C=C(C=CC3C21)F)=O |r| Racemic-4-cyano-6-fluoro-N-(8-fluoro-6-oxo-1,4,5,6-tetrahydro-2H-pyrano[3,4-c]isoquinolin-1-yl)-N-methyl-1H-indole-2-carboxamide